1-(3-((3-(1H-pyrazol-4-yl)-1H-indazol-6-yl)amino)phenyl)-3-(3-chlorophenyl)urea N1N=CC(=C1)C1=NNC2=CC(=CC=C12)NC=1C=C(C=CC1)NC(=O)NC1=CC(=CC=C1)Cl